(R)-4-chloro-N-(3-fluoro-5-(phenylethynyl)pyridin-2-yl)-1-((tetrahydrofuran-3-yl)methyl)-1H-pyrazole-5-carboxamide ClC=1C=NN(C1C(=O)NC1=NC=C(C=C1F)C#CC1=CC=CC=C1)C[C@@H]1COCC1